COC(C(CBr)Br)=O 2,3-dibromo-propionic acid methyl ester